bis(indenyl)chromium (II) C1(C=CC2=CC=CC=C12)[Cr]C1C=CC2=CC=CC=C12